4-amino-N'-(cyclopropanecarbonyl)-N',1-dimethyl-N-((2-methyl-6-(trifluoromethyl)pyridin-3-yl)methyl)-1H-pyrazolo[4,3-c]quinoline-8-carbohydrazide NC1=NC=2C=CC(=CC2C2=C1C=NN2C)C(=O)N(N(C)C(=O)C2CC2)CC=2C(=NC(=CC2)C(F)(F)F)C